C(C)(C)(C)OC(=O)N1CCC(CC1)C=1N=C2N(C=C(C(=C2)C(=O)OC)NC(=O)C2=NC(=CC=C2)C(F)(F)F)C1 methyl 2-(1-(tert-butoxycarbonyl)piperidin-4-yl)-6-(6-(trifluoromethyl)pyridine-2-carboxamido)imidazo[1,2-a]pyridine-7-carboxylate